OC(C(=O)N1CC2=CC(=CC(=C2C1)[C@@H]1N(CCC1)C(=O)[O-])C=1C=C2C(=NC1)NC=C2C)C |r| racemic-(2R)-2-(2-(2-Hydroxypropionyl)-6-(3-methyl-1H-pyrrolo[2,3-b]pyridin-5-yl)isoindolin-4-yl)pyrrolidine-1-carboxylate